N-(propionyloxy)succinimide C(CC)(=O)ON1C(CCC1=O)=O